FC(C(F)(F)F)(C=1C=C2C(=CN1)[C@@H]1NCCC[C@@H]1O2)F (4aS,9bS)-7-(perfluoroethyl)-1,2,3,4,4a,9b-hexahydrofuro[3,2-b:4,5-c']dipyridine